1,2,4,5-tetrachloro-3-nitrobenzene ClC1=C(C(=C(C(=C1)Cl)Cl)[N+](=O)[O-])Cl